CC(=CCC1=C(C=C2C(=C1O)C(=O)C(=CO2)C3=C(C=C(C=C3)O)O)OC)C The molecule is a hydroxyisoflavone that is luteone in which the hydroxy group at position 7 is replaced by a methoxy group. It has a role as an EC 1.1.1.21 (aldehyde reductase) inhibitor and a metabolite. It is a hydroxyisoflavone and a member of 7-methoxyisoflavones. It derives from a luteone. It is a conjugate acid of a 7-O-methylluteone(1-).